FC1=CC(=CC=2N(C(=NC21)C)C(C)C)C=2C=CN1N=C(N=CC12)NCC(F)(F)F 5-(4-fluoro-1-isopropyl-2-methyl-1H-benzo[d]imidazol-6-yl)-N-(2,2,2-trifluoroethyl)pyrrolo[2,1-f][1,2,4]triazin-2-amine